C(C1=CC=CC=C1)O[C@H]1C[C@H](C1)COC1=C(C=C(C(=C1)F)F)F 1-((cis-3-(benzyloxy)cyclobutyl)methoxy)-2,4,5-trifluorobenzene